C1(CC1)C1=NC=NC(=C1C1=NC(=C2NC=NC2=N1)OC(C)C1=CC=C(C=C1)C=1N(C=C(N1)C(F)(F)F)C(C)C)OC 2-(4-cyclopropyl-6-methoxypyrimidin-5-yl)-6-(1-(4-(1-isopropyl-4-(trifluoromethyl)-1H-imidazol-2-yl)phenyl)ethoxy)-7H-purine